3-(6-((methyl(6-(spiro[3.3]heptane-2-ylamino)hexyl)amino)methyl)-2-oxobenzo[cd]indol-1(2H)-yl)piperidin CN(CCCCCCNC1CC2(C1)CCC2)CC=2C=1C3=C(C(N(C3=CC2)C2CNCCC2)=O)C=CC1